C(C)(C)OC(=O)C1(CC(C1)(OC)OC)C=O.C(C=C)SCCC[Si](OC)(OC)OC allyl-thiopropyl-trimethoxysilane isopropyl-1-formyl-3,3-dimethoxycyclobutane-1-carboxylate